N1=C(SC=2C=NC=CC21)C2=NN=NN2 thiazolo[5,4-c]Pyridin-2-yl-Tetrazole